C(C1=CC=CC=C1)OC(=O)N[C@@H](C(=O)OCC1=CC=CC=C1)CNC(C1=CC(=CC(=C1)F)N1N=CC=C1CC)=O (R)-benzyl 2-(((benzyloxy)carbonyl)amino)-3-(3-(5-ethyl-1H-pyrazol-1-yl)-5-fluorobenzamido)propanoate